CN1C(=CC=C1C1=CC2=CC=C(C=C2C=C1)N1CCCCC1)C=CC(=O)N 3-(1-methyl-5-(6-(piperidin-1-yl)naphthalen-2-yl)-1H-pyrrol-2-yl)acrylamide